ClC1=NC=2N(C(=C1C1=C(C=C(C=C1F)OC1CC3(C1)CC(C3)N(C)C)F)N[C@H](C(F)(F)F)C)N=CN2 (S)-5-chloro-6-(4-((6-(dimethylamino)spiro[3.3]hept-2-yl)oxy)-2,6-difluorophenyl)-N-(1,1,1-trifluoropropan-2-yl)-[1,2,4]triazolo[1,5-a]pyrimidin-7-amine